2,3,4,4a,5,6-hexahydro-1H-pyrazino[1,2-a]quinoline C1CNCC2N1C1=CC=CC=C1CC2